(3-hydroxy-4-methyl-1,2-phenylene)dimethanol OC=1C(=C(C=CC1C)CO)CO